C1=C(C=CC2=CC=CC=C12)C#CC(=O)C1=CC=C(C=C1)C 3-(naphthalen-2-yl)-1-(p-tolyl)prop-2-yn-1-one